C(CCC)(=O)C=1C=C(C(=O)O)C=C(C1)F 3-butyryl-5-fluorobenzoic acid